NC1=C2C(=NC=N1)N(N=C2C2=CC(=C(C=C2)OC(F)F)F)[C@@H](C)C=2N=C1N(C(C2C2=CC(=CC=C2)F)=O)C(=CS1)C (S)-7-(1-(4-amino-3-(4-(difluoromethoxy)-3-fluorophenyl)-1H-pyrazolo[3,4-d]pyrimidin-1-yl)ethyl)-6-(3-fluorophenyl)-3-methyl-5H-thiazolo[3,2-a]pyrimidin-5-one